4-(propynyloxy)benzaldehyde C(#CC)OC1=CC=C(C=O)C=C1